FC=1C=C(C=CC1CC1CC2(C1)CN(CC2)C(CC)=O)NC(OCC2=CN=CO2)=O oxazol-5-ylmethyl (3-fluoro-4-((6-propionyl-6-azaspiro[3.4]octan-2-yl)methyl)phenyl)carbamate